4-[[(1R)-1-(3,6-Dimethyl-4-oxo-2-phenyl-chromen-8-yl)ethyl]amino]-6-meth-yl-2-oxo-1H-pyridine-3-carboxylic acid CC1=C(OC2=C(C=C(C=C2C1=O)C)[C@@H](C)NC1=C(C(NC(=C1)C)=O)C(=O)O)C1=CC=CC=C1